(S)-5-cyclopropyl-5-(3-((s)-8,9-dichloro-1-methyl-1,2,4,5-tetrahydro-3H-benzo[d]azepin-3-yl)-3-oxopropyl)imidazolidine-2,4-dione C1(CC1)[C@]1(C(NC(N1)=O)=O)CCC(=O)N1C[C@H](C2=C(CC1)C=CC(=C2Cl)Cl)C